NC1=NC=C(C=C1O[C@H](C)C=1C=C(C=CC1)NC(=O)C=1C=NC2=CC=CC=C2C1)Cl (R)-N-(3-(1-((2-Amino-5-chloropyridin-3-yl)oxy)ethyl)phenyl)chinolin-3-carboxamid